OCC(C(=O)O)(C)C hydroxy-trimethylacetic acid